2-((2R,5S)-5-methyl-2-(2-(1,2,2-trimethylpiperidin-4-yl)benzo[d]thiazol-5-yl)piperidin-1-yl)-2-oxo-N-(1-(tetrahydro-2H-pyran-2-yl)-1H-pyrazolo[4,3-c]pyridin-7-yl)acetamide C[C@H]1CC[C@@H](N(C1)C(C(=O)NC=1C2=C(C=NC1)C=NN2C2OCCCC2)=O)C=2C=CC1=C(N=C(S1)C1CC(N(CC1)C)(C)C)C2